C=C1NC2=C3N=CC=CC3=CC=C2C=C1 methylenephenanthroline